2-fluoro-1-(piperidin-3-yl)-5,6,7,8,9,10-hexahydrocyclohepta[b]Indole-4-carboxamide FC=1C(=C2C3=C(NC2=C(C1)C(=O)N)CCCCC3)C3CNCCC3